C1(CC1)C1=CC(=NN1CC)C(=O)N1CC2=CC=CC=C2C(C1)C=1C=NN(C1)C (5-Cyclopropyl-1-ethyl-pyrazol-3-yl)-[4-(1-methylpyrazol-4-yl)-3,4-dihydro-1H-isoquinolin-2-yl]methanone